C1(CC1)CN1C=C(C2=NN(C(C(=C21)C2=CC=C(C=C2)OC(F)F)=O)C2=CC1=CN(N=C1C=C2)C)C(=O)NC 5-(cyclopropylmethyl)-4-(4-(difluoromethoxy)phenyl)-N-methyl-2-(2-methyl-2H-indazol-5-yl)-3-oxo-3,5-dihydro-2H-pyrrolo[3,2-c]pyridazine-7-carboxamide